methyl 5-methoxy-4-oxo-1,4-dihydro-quinoline-3-carboxylate COC1=C2C(C(=CNC2=CC=C1)C(=O)OC)=O